2-(methylamino)ethyl methacrylate trifluoroacetate FC(C(=O)O)(F)F.C(C(=C)C)(=O)OCCNC